BrC1=C(C=CC(=C1C)F)S(=O)(=O)NC=1C=C2C(N(C(C2=CC1)=O)C1C(NC(CC1)=O)=O)=O 2-bromo-N-[2-(2,6-dioxo-3-piperidyl)-1,3-dioxo-isoindolin-5-yl]-4-fluoro-3-methyl-benzenesulfonamide